3-[(3aR,4R,5S,7aS)-5-{(1R)-1-[3,5-bis(trifluoro-methyl)phenyl]ethoxy}-4-(4-fluorophenyl)octahydro-2H-isoindol-2-yl]cyclopent-2-en-1-one FC(C=1C=C(C=C(C1)C(F)(F)F)[C@@H](C)O[C@@H]1[C@H]([C@@H]2CN(C[C@H]2CC1)C1=CC(CC1)=O)C1=CC=C(C=C1)F)(F)F